4-chloro-8-(3,5-dichlorophenyl)-1,5-naphthyridine-3-carboxylic acid chloride ClC1=C(C=NC2=C(C=CN=C12)C1=CC(=CC(=C1)Cl)Cl)C(=O)Cl